3-(4-(4-(Cyclopropanecarbonyl)piperazin-1-yl)pyrimidin-2-yl)imidazo[1,2-a]pyrazine-6-carboxamide C1(CC1)C(=O)N1CCN(CC1)C1=NC(=NC=C1)C1=CN=C2N1C=C(N=C2)C(=O)N